NCC1=CC=C(OC=2C(=CN(NC2)CC2CC2)Cl)C=C1 5-(4-(aminomethyl)phenoxy)-4-chloro-2-(cyclopropylmethyl)pyridazin